9-bromo-7-(methoxymethoxy)-2,3-dihydro-1H-cyclopenta[a]naphthalen-1-one BrC1=CC(=CC2=CC=C3C(=C12)C(CC3)=O)OCOC